ethyl rac-5-(methoxymethyl)-5-methyl-3-(((trifluoromethyl) sulfonyl)oxy)-4,5-dihydrofuran-2-carboxylate COC[C@]1(CC(=C(O1)C(=O)OCC)OS(=O)(=O)C(F)(F)F)C |r|